CS(=O)(=O)C1=CC=C(C=C1)C(C(CC)=NO)=O 1-(4-methylsulfonylphenyl)butane-1,2-dione-2-oxime